ClC=1C=C(C=NC1)C=1CN(C[C@@H](C1)C)CCCCC (R)-5'-chloro-5-methyl-1-pentyl-1,2,5,6-tetrahydro-3,3'-bipyridine